(1S)-2-[4,6-bis(trifluoromethyl)-1,3,5-triazin-2-yl]-6-chloro-8-iodo-1-{[(3S)-oxan-3-yl]methyl}-2,3,4,9-tetrahydro-1H-pyrido[3,4-b]indole FC(C1=NC(=NC(=N1)C(F)(F)F)N1[C@H](C=2NC3=C(C=C(C=C3C2CC1)Cl)I)C[C@H]1COCCC1)(F)F